C1(CC1)C1=NC=NC(=C1C=1N=CC=2OCCN(C2N1)CC1=CC=C(C=C1)C=1OC(CN1)(C)C)OC 2-(4-cyclopropyl-6-methoxypyrimidin-5-yl)-8-(4-(5,5-dimethyl-4,5-dihydro-oxazol-2-yl)benzyl)-7,8-dihydro-6H-pyrimido[5,4-b][1,4]oxazine